COC1=C(C=CC(=C1)OC)CNC1=NN=C(C2=CC(=CC=C12)C=1C=C(C=C(C1OC)C(F)(F)F)B(O)O)C [3-[1-[(2,4-dimethoxyphenyl)methylamino]-4-methylphthalazin-6-yl]-4-methoxy-5-(trifluoromethyl)phenyl]boronic acid